C(#N)[C@H](C[C@H]1C(NCC1)=O)NC(=O)C1C2C(C2CN1C([C@@H](NC(C(F)(F)F)=O)C(C)(C)C)=O)(C)C N-{(1S)-1-cyano-2-[(3S)-2-oxopyrrolidin-3-yl]ethyl}-6,6-dimethyl-3-[3-methyl-N-(trifluoroacetyl)-L-valyl]-3-azabicyclo[3.1.0]hexane-2-carboxamide